4-benzyl-6-fluoro-4-azaspiro[2.4]heptane C(C1=CC=CC=C1)N1C2(CC2)CC(C1)F